N-(2-cyano-5-cyclopropylnaphthalen-1-yl)-4-fluorobenzamide C(#N)C1=C(C2=CC=CC(=C2C=C1)C1CC1)NC(C1=CC=C(C=C1)F)=O